2-methyl-N1-(5-(methylthio)pyrimidin-2-yl)-N3-(pyridin-2-yl)propane-1,3-diamine CC(CNC1=NC=C(C=N1)SC)CNC1=NC=CC=C1